ClC=1C=C(C=CC1)C1(CC1)C=1NC(C=2CN(CCCC2N1)C([C@H](O)C=1C=C(C=CC1)C1=CC(=CC=C1)C1CC1)=O)=O (R)-2-(1-(3-chlorophenyl)cyclopropyl)-6-(2-(3'-cyclopropyl-[1,1'-biphenyl]-3-yl)-2-hydroxyacetyl)-3,5,6,7,8,9-hexahydro-4H-pyrimido[5,4-c]azepin-4-one